ethyl 1-(2-[[5-(trifluoromethyl)pyridin-3-yl]oxy]ethyl)pyrazole-4-carboxylate FC(C=1C=C(C=NC1)OCCN1N=CC(=C1)C(=O)OCC)(F)F